2-(8-(3-cyano-4-guanidinobenzoyloxy)-[1,2,4]triazolo[1,5-a]pyridin-5-yl)acetic acid C(#N)C=1C=C(C(=O)OC=2C=3N(C(=CC2)CC(=O)O)N=CN3)C=CC1NC(=N)N